N-(3-chloro-2-fluorobenzyl)-1-(5-(5-chloro-2-methoxypyridin-4-yl)-1H-pyrazole-3-carbonyl)piperidine-4-carboxamide ClC=1C(=C(CNC(=O)C2CCN(CC2)C(=O)C2=NNC(=C2)C2=CC(=NC=C2Cl)OC)C=CC1)F